C(C)\C(=C(/C(=O)[O-])\CC)\C(=O)[O-].[Cu+2] copper di-ethylfumarate